boron fluoride iodonium salt [IH2+].B(F)(F)F